ethyl 3-bromo-2-methyl-8-(prop-1-en-2-yl)imidazo[1,2-b]pyridazine-7-carboxylate BrC1=C(N=C2N1N=CC(=C2C(=C)C)C(=O)OCC)C